OC[C@H](C1=CC=CC=C1)NC1=CC(=NC=C1C1=NC2(CO1)CN(CC2)C)NC2=CC=C1C(=N2)N(NC1=O)C 6-((4-(((S)-2-hydroxy-1-phenylethyl)amino)-5-(7-methyl-3-oxa-1,7-diazaspiro[4.4]non-1-en-2-yl)pyridin-2-yl)amino)-1-methyl-1,2-dihydro-3H-pyrazolo[3,4-b]pyridin-3-one